1-(chlorocarbonyl)cyclopropane-1-carboxylic acid methyl ester COC(=O)C1(CC1)C(=O)Cl